8-{[4-(2-methoxyethoxy)butanamido]sulfonyl}naphthalen COCCOCCCC(=O)NS(=O)(=O)C=1C=CC=C2C=CC=CC12